C(CCC)N(C(C(C1=CC=C(C=C1)Br)=O)=O)CCCC N,N-dibutyl-2-oxo-2-(p-bromophenyl)acetamide